ClC=1C=C2C(N(CN(C2=CC1C(F)F)C1=C(C=C(C=C1)F)C)C=1C(=NC(=CC1)OC)C)=O 6-chloro-7-(difluoromethyl)-1-(4-fluoro-2-methylphenyl)-3-(6-methoxy-2-methylpyridin-3-yl)-2,3-dihydro-quinazolin-4(1H)-one